FC=1C=C2C(C=CN3C2=C(C1N1CC(C1)O)OCC3C)=O 9-fluoro-10-(3-hydroxyazetidin-1-yl)-3-methyl-2H-[1,4]oxazino[2,3,4-ij]quinolin-7(3H)-one